NC1=C(C(=NN1CCC1=NN=NN1)C1=CC=C(C=C1)CNC(C1=C(C=CC=C1)OC)=O)C(=O)N 5-Amino-3-[4-[[(2-methoxybenzoyl)amino]methyl]phenyl]-1-[2-(1H-tetrazol-5-yl)ethyl]pyrazole-4-carboxamide